COC1=C(C=NC(=C1)N1C(CC(C1)CN1C[C@@H](N[C@@H](C1)C=1C(=C2COC(C2=CC1)=O)C)C)=O)C#N 4-methoxy-6-(4-(((3s,5r)-3-methyl-5-(4-methyl-1-oxo-1,3-dihydroisobenzofuran-5-yl)piperazin-1-yl)methyl)-2-oxopyrrolidin-1-yl)pyridine-3-carbonitrile